C1(CCCCC1)NC(C(=O)C1=CC(=C(C=C1)OCC(=O)NC1=CC(=C(C=C1)F)C(F)(F)F)OC)=O N-cyclohexyl-2-(4-(2-((4-fluoro-3-(trifluoromethyl)phenyl)amino)-2-oxoethoxy)-3-methoxyphenyl)-2-oxoacetamide